CC(CCN1N=CC(=C1)C=1C(=NC(=CC1)CCC)C1=CC=C2C=CC=NC2=C1)C 7-{3-[1-(3-Methylbutyl)-1H-pyrazol-4-yl]-6-propylpyridin-2-yl}chinolin